methyl (5-((4-bromobenzyl) oxy)-4-oxo-4H-chromene-2-carbonylamino)-L-tryptophanate BrC1=CC=C(COC2=C3C(C=C(OC3=CC=C2)C(=O)NN[C@@H](CC2=CNC3=CC=CC=C23)C(=O)OC)=O)C=C1